5-{2-[methoxy(methyl)amino]ethoxy}-3-methylpyridine-2-carboxylic acid methyl ester COC(=O)C1=NC=C(C=C1C)OCCN(C)OC